C(C1=CC=CC=C1)O[C@@H](C)C1=NSC=N1 3-((S)-1-(benzyloxy)ethyl)-1,2,4-thiadiazole